Disodium acetylphosphonate C(C)(=O)P([O-])([O-])=O.[Na+].[Na+]